cis-N1-cyclopropylcyclohexane-1,4-diamine bis(2,2,2-trifluoroacetate) FC(C(=O)O)(F)F.FC(C(=O)O)(F)F.C1(CC1)N[C@@H]1CC[C@@H](CC1)N